N'-diphenylethyl-ethane-1,2-diamine C1(=CC=CC=C1)C(CNCCN)C1=CC=CC=C1